2,2'-bis(2-(2-hydroxyethoxy)ethoxy)-1,1'-binaphthyl OCCOCCOC1=C(C2=CC=CC=C2C=C1)C1=C(C=CC2=CC=CC=C12)OCCOCCO